C(C)(=O)C=1C(NC2=CC=C(C=C2C1N1CCOCC1)Cl)=O 3-acetyl-6-chloro-4-morpholino-1H-quinolin-2-one